(3S)-3-(5-methylpyrazin-2-yl)isoxazolidine CC=1N=CC(=NC1)[C@H]1NOCC1